ClC1=C(C=CC=C1)C1=CC(OC2=CC(=CC=C12)OC(C(=O)N1CC(CCC1)(C(=O)OCC)C)C)=O ethyl 1-[2-[4-(2-chlorophenyl)-2-oxo-chromen-7-yl]oxypropanoyl]-3-methyl-piperidine-3-carboxylate